C(C)(=O)OC1=CC2=CC=C(C=C2C=C1)OC(C)=O 2,6-Naphthalenediol diacetate